4-[(2R,6S)-2,6-dimethylmorpholine-4-carbonyl]-4-methylpiperidine-1-carboxylic acid tert-butyl ester C(C)(C)(C)OC(=O)N1CCC(CC1)(C)C(=O)N1C[C@H](O[C@H](C1)C)C